FC1=C(C(=CC(=C1)F)C=C)NC(C1=CC=CC=C1)=O N-(2,4-difluoro-6-vinylphenyl)benzamide